N(C1=CC=CC=C1)CCCS(=O)(=O)O anilinepropanesulfonic acid